C(#N)C1=CC=C(C=2C=CC(=NC12)C12CCC(CC1)(CC2)OCC=2C(=NOC2C2CC2)C2=C(C=NC=C2Cl)Cl)C(=O)O 8-cyano-2-(4-((5-cyclopropyl-3-(3,5-dichloropyridin-4-yl)isoxazol-4-yl)methoxy)bicyclo[2.2.2]oct-1-yl)quinoline-5-carboxylic acid